4-{[4-(2-cyclopentylsulfanyl-pyridin-3-yl)-2-fluoro-phenyl]-methyl-amino}-butyric acid C1(CCCC1)SC1=NC=CC=C1C1=CC(=C(C=C1)N(CCCC(=O)O)C)F